C1(=CC=CC=C1)C1=CC2=C(C(OC=3C=CC=CC23)C2=CC=CC=C2)O1 2,4-Diphenyl-4H-furo[2,3-c]chromene